trioctylbis(2-ethylhexyl)ammonium phosphate P(=O)([O-])([O-])[O-].C(CCCCCCC)C(CCCC(C[NH2+]CC(CCCC)CC)CC)(CCCCCCCC)CCCCCCCC.C(CCCCCCC)C(CCCC(C[NH2+]CC(CCCC)CC)CC)(CCCCCCCC)CCCCCCCC.C(CCCCCCC)C(CCCC(C[NH2+]CC(CCCC)CC)CC)(CCCCCCCC)CCCCCCCC